5-(3-ethoxyazetidin-1-yl)pyridazin-3-one C(C)OC1CN(C1)C1=CC(NN=C1)=O